N-(3-(1H-pyrazol-4-yl)benzyl)-2-ethynylthiazole-4-carboxamide N1N=CC(=C1)C=1C=C(CNC(=O)C=2N=C(SC2)C#C)C=CC1